(2R,3R,4R,5R)-5-acetamido-2-(acetoxymethyl)-6-((5-((3-(5-azidopentanamido)propyl)amino)-5-oxopentyl)oxy)tetrahydro-2H-pyran-3,4-diacetic acid C(C)(=O)N[C@@H]1[C@@H]([C@H]([C@@H](OC1OCCCCC(=O)NCCCNC(CCCCN=[N+]=[N-])=O)COC(C)=O)CC(=O)O)CC(=O)O